ClC1=C(C=CC=C1Cl)N1CC2CCC(C1)N2CC=2C=C1C(N(C(C1=CC2)=O)C2C(NC(CC2)=O)=O)=O 5-((3-(2,3-dichlorophenyl)-3,8-diazabicyclo[3.2.1]octan-8-yl)methyl)-2-(2,6-dioxopiperidin-3-yl)isoindoline-1,3-dione